4-Tolyl 4-[(4-acetylphenyl-carbamoyl)ureido]phenylsulfonat C(C)(=O)C1=CC=C(C=C1)NC(=O)NC(NC1=CC=C(C=C1)S(=O)(=O)OC1=CC=C(C=C1)C)=O